OC1C(N(CC1)C(=O)C1=CC(=NC=C1)C(=O)NC1=CC(=CC=C1)[C@@H](CC1=NN=CN1C)C)(C)C 4-(3-hydroxy-2,2-dimethylpyrrolidine-1-carbonyl)-N-(3-((R)-1-(4-methyl-4H-1,2,4-triazol-3-yl)propan-2-yl)phenyl)picolinamide